C(C)N=S(C(F)(F)F)(=O)C=1C=CC2=C(N=C(O2)C2=NC=C(C=C2S(=O)(=O)CC)OC2=NC=CC=C2)C1 ethylimino-[2-[3-ethylsulfonyl-5-(2-pyridyloxy)-2-pyridyl]-1,3-benzoxazol-5-yl]-oxo-(trifluoromethyl)-λ6-sulfane